4-[([7-nitrothieno[3,2-d]pyrimidin-4-yl]amino)methyl]-phenylboronic acid [N+](=O)([O-])C1=CSC2=C1N=CN=C2NCC2=CC=C(C=C2)B(O)O